6-(5-chloro-2-fluorophenyl)-3-{methyl-[(2-oxooxooxolan-3-yl)methyl]amino}pyridazine-4-carboxylic acid trifluoroacetate salt FC(C(=O)O)(F)F.ClC=1C=CC(=C(C1)C1=CC(=C(N=N1)N(CC1C(OCC1=O)=O)C)C(=O)O)F